tert-butyl (2R,4R)-4-(azetidin-1-yl)-2-methylpyrrolidine-1-carboxylate N1(CCC1)[C@@H]1C[C@H](N(C1)C(=O)OC(C)(C)C)C